C(C(=C)C)(=O)OF perfluoro methacrylate